FC1CN(CCC1)C(=O)O 3-fluoropiperidine-1-carboxylic acid